4-(1-(3-(N-ethylacrylamido)phenyl)-3-fluoro-1H-pyrazol-4-yl)-2-methoxybenzamide C(C)N(C(C=C)=O)C=1C=C(C=CC1)N1N=C(C(=C1)C1=CC(=C(C(=O)N)C=C1)OC)F